[Na+].ClC=1C=C(C=CC1OC(C)C)C1CC(=NO1)C1=CC=C(CN2CC(C2)C(=O)[O-])C=C1 1-(4-(5-(3-chloro-4-isopropoxyphenyl)-4,5-dihydroisoxazol-3-yl)benzyl)azetidine-3-carboxylic acid sodium salt